2-chloro-N-(2-methoxy-4-methyl-phenyl)sulfonyl-6-[3-[[1-(trifluoromethyl)cyclopropyl]methoxy]pyrazol-1-yl]pyridine ClC1N(C(=CC=C1)N1N=C(C=C1)OCC1(CC1)C(F)(F)F)S(=O)(=O)C1=C(C=C(C=C1)C)OC